4-(5-(((6-chloropyridazin-3-yl)oxy)methyl)-4-methyl-1H-1,2,3-triazol-1-yl)benzene ClC1=CC=C(N=N1)OCC1=C(N=NN1C1=CC=CC=C1)C